C(C=C)C1=C(C(=C(C(=C1S(=O)(=O)N)CC=C)S(=O)(=O)N)CC=C)CC=C tetraallylbenzene-1,3-disulfonamide